COC1=C(C=C(C=C1)C(CC1=CC(=C(C(=C1)OC)OC)OC)=NO)C (4-methoxy-3-methylphenyl)-2-(3,4,5-trimethoxyphenyl)ethane-1-one oxime